(1S,10S)-6-benzyloxy-N-[(2,4-difluorophenyl)methyl]-10-methyl-13-methylene-5,8-dioxo-2,9-diazatricyclo[7.4.1.02,7]tetradec-3,6-diene-4-carboxamide C(C1=CC=CC=C1)OC=1C(C(=CN2[C@H]3C(CC[C@@H](N(C(C12)=O)C3)C)=C)C(=O)NCC3=C(C=C(C=C3)F)F)=O